O1C(CCCC1)O[C@H]1C[C@@H](CCC1)N1C(C2(C3=C1N=C(N=C3)NC3CCNCC3)CCC2)=O 7'-[(1R,3R)-3-(oxan-2-yloxy)cyclohexyl]-2'-(piperidin-4-ylamino)spiro[cyclobutane-1,5'-pyrrolo[2,3-d]pyrimidin]-6'-one